1-(2-((2-chloro-4-fluoro-phenyl)-amino)-5-methylpyrimidin-4-yl)-N-(2-amino-1-phenylethyl)-1H-pyrazole-4-carboxamide ClC1=C(C=CC(=C1)F)NC1=NC=C(C(=N1)N1N=CC(=C1)C(=O)NC(CN)C1=CC=CC=C1)C